BrC=1C=C(C[C@]2(C[C@H](CC2)NS(N(C)C)(=O)=O)C(=O)OC)C=CC1F methyl (1R,3S)-1-(3-bromo-4-fluorobenzyl)-3-((N,N-dimethylsulfamoyl)amino)cyclopentane-1-carboxylate